The molecule is an ethyl ester resulting from the formal condensation of the carboxy group of 2-{4-[(6-chloroquinoxalin-2-yl)oxy]phenoxy}propanoic acid with ethanol. It is an ethyl ester, an organochlorine compound, a quinoxaline derivative and an aromatic ether. It derives from a 2-{4-[(6-chloroquinoxalin-2-yl)oxy]phenoxy}propanoic acid. CCOC(=O)C(C)OC1=CC=C(C=C1)OC2=CN=C3C=C(C=CC3=N2)Cl